C(C)(=O)O[C@H]1[C@H](OC[C@@H]([C@H]1OC(C)=O)N1C(C2=CC=CC=C2C1=O)=O)COC(C)=O (2R,3R,4R,5S)-2-(acetoxymethyl)-5-(1,3-dioxoisoindolin-2-yl)tetrahydro-2H-pyran-3,4-diyl diacetate